S(=O)(=O)([O-])OOS(=O)(=O)[O-] peroxydisulphate